2-oxoethyl pivalate C(C(C)(C)C)(=O)OCC=O